(E)-1-[2,4-Dihydroxy-6-[(3R,4S,5S,6R)-3,4,5-trihydroxy-6-(hydroxymethyl)oxan-2-yl]oxyphenyl]-3-(4-hydroxyphenyl)prop-2-en-1-one OC1=C(C(=CC(=C1)O)OC1O[C@@H]([C@H]([C@@H]([C@H]1O)O)O)CO)C(\C=C\C1=CC=C(C=C1)O)=O